({2-[(4-{imidazo[1,5-a]pyridin-5-yl}-1H-1,2,3-triazol-1-yl)methyl]imidazo[1,2-a]pyridin-6-yl}methyl)amine C=1N=CN2C1C=CC=C2C=2N=NN(C2)CC=2N=C1N(C=C(C=C1)CN)C2